N-(5-bromo-2-methylthiophen-3-yl)acetamide BrC1=CC(=C(S1)C)NC(C)=O